{5-(Difluoromethyl)-2-methyl-4-[3-(trimethylsilyl)propoxy]phenyl}-N-ethyl-N-methylimidoformamide FC(C=1C(=CC(=C(C1)C(N(C)CC)=N)C)OCCC[Si](C)(C)C)F